N1CC(CCC1)C=CC(=O)N 3-(piperidin-3-yl)acrylamide